4-(((3-cyclopropyl-2-oxo-1,5,7,8-tetrahydro-2H-pyrano[4,3-b]pyridin-7-yl)methyl)piperazin-1-yl)-6-fluoro-N-methylpicolinamide C1(CC1)C1=CC2=C(NC1=O)CC(OC2)CC2N(CCNC2)C2=CC(=NC(=C2)F)C(=O)NC